O=C(C/C(/C(=O)OC(C)(C)C)=C/C)N[C@@H](C)C1=CC=C(C=C1)C(F)(F)F tert-butyl (S,Z)-2-(2-oxo-2-((1-(4-(trifluoromethyl)phenyl)ethyl)amino)ethyl)but-2-enoate